1-(4-fluoro-2-methylphenyl)-3-(4-methyl-6-oxo-1,6-dihydropyridazin-3-yl)-7-(trifluoromethyl)-2,3-dihydroquinazolin-4(1H)-one FC1=CC(=C(C=C1)N1CN(C(C2=CC=C(C=C12)C(F)(F)F)=O)C1=NNC(C=C1C)=O)C